COC1=CC(=CC2=C1C(=NO2)NS(=O)(=O)C2=CC(=CC=C2)OC)CN2N=CC(=C2)CNC(OC(C)(C)C)=O tert-butyl ((1-((4-methoxy-3-((3-methoxyphenyl)sulfonamido) benzo[d]isoxazol-6-yl)methyl)-1H-pyrazol-4-yl)methyl)carbamate